C(C)(C)(C)C=1C=CC=C(C1)CN=[N+]=[N-] 5-tert-butyl-azidomethylbenzene